NC1=NC(=NN1CC1=CC=C(C=C1)C=C)NC(=N)N 5-amino-3-guanidino-1-(4-vinylbenzyl)-1H-1,2,4-triazole